2-((2-hydroxy-5-isopropylpyridin-3-yl)methyl)-6-(4-methoxyphenylsulfonyl)phthalazin-1(2H)-one OC1=NC=C(C=C1CN1C(C2=CC=C(C=C2C=N1)S(=O)(=O)C1=CC=C(C=C1)OC)=O)C(C)C